2,4-di-t-butylphenyl-pentaerythritol diphosphite OP(O)OP(O)O.C(C)(C)(C)C1=C(C=CC(=C1)C(C)(C)C)C(O)C(CO)(CO)CO